C1(CC1)C=1C=C(C=CC1)C1CCN(CC1)C1=C(C(N(C2=CC=CC=C12)C)=O)C#N 4-[4-(3-cyclopropylphenyl)piperidin-1-yl]-1-methyl-2-oxo-1,2-dihydroquinoline-3-carbonitrile